tert-Butyl (2-chloro-4-nitrophenyl)(methyl)carbamate ClC1=C(C=CC(=C1)[N+](=O)[O-])N(C(OC(C)(C)C)=O)C